ClC1=CC=C(C(=N1)N1CC=2N(CC1)C=CN2)C2=CN=C(O2)CC2CCCC2 5-(6-Chloro-2-(5,6-dihydroimidazo[1,2-a]pyrazin-7(8H)-yl)pyridin-3-yl)-2-(cyclopentylmethyl)oxazol